C1(=CC=CC=C1)C(CC1=CC=CC=2C3=CC=C(C=C3C(C12)(Br)Br)C1=CC=CC=C1)CC 2,7-diphenyl-9,9-dibromobutylfluorene